4-bromo-3-[1-[tert-butyl(dimethyl)silyl]oxy-1-methyl-ethyl]aniline BrC1=C(C=C(N)C=C1)C(C)(C)O[Si](C)(C)C(C)(C)C